C(C#C)OC(NCCC[Si](OCC)(OCC)OCC)=O N-[3-(triethoxysilyl)-propyl]-carbamic acid propargyl ester